N1=CN=C(C2=C1NC=C2)N2CCN(CC2)CC(=O)NC2=CC(=C(C=C2)S(NC)(=O)=O)F 2-(4-(7H-pyrrolo[2,3-d]pyrimidin-4-yl)piperazin-1-yl)-N-(3-fluoro-4-(N-methylsulfamoyl)phenyl)acetamide